3-methyl-6-(4-nitrophenyl)-2,3,4,5-tetrahydropyridine CC1CN=C(CC1)C1=CC=C(C=C1)[N+](=O)[O-]